CC1(OC2=CC(=CC=C2CC1)O)C 2,2-dimethylchroman-7-ol